(S)-ethyl(5-fluoro-1-((R)-5-(pyridin-2-yl)-2,3-dihydro-1H-indene-2-carbonyl)indolin-6-yl)(imino)-λ6-sulfanone C(C)[S@@](=O)(=N)C1=C(C=C2CCN(C2=C1)C(=O)[C@@H]1CC2=CC=C(C=C2C1)C1=NC=CC=C1)F